COC1=CC=CC=C1CNCCCCCCNCCCCCCCCNCCCCCCNCC2=CC=CC=C2OC.Cl.Cl.Cl.Cl The molecule is a hydrochloride obtained by combining methoctramine with four molar equivalents of hydrochloric acid. It has a role as a muscarinic antagonist. It contains a methoctramine(4+).